(R)-3-(N-(5-cyano-2-(3-fluoropiperidin-1-yl)phenyl)sulfamoyl)-4-ethylbenzoic acid C(#N)C=1C=CC(=C(C1)NS(=O)(=O)C=1C=C(C(=O)O)C=CC1CC)N1C[C@@H](CCC1)F